methyl 2'-chloro-4'-methyl-5-nitro-4-(phenylamino)-[1,1'-biphenyl]-3-carboxylate ClC1=C(C=CC(=C1)C)C1=CC(=C(C(=C1)[N+](=O)[O-])NC1=CC=CC=C1)C(=O)OC